ClC=1C(NN=CC1N1CC=2N=C(N=CC2C1)N(C)C=1C(=NC=CC1)CC)=O 4-Chloro-5-[2-[(2-ethylpyridin-3-yl)(methyl)amino]-5H,6H,7H-pyrrolo[3,4-d]pyrimidin-6-yl]-2,3-dihydropyridazin-3-one